C1=CC=C(C=2SC3=C(C21)C=CC=C3)C3=CC=C(C=C3)NC3=CC=C(C=C3)C3=CC=C(C=C3)C N-(4-(dibenzo[b,d]thiophen-4-yl)phenyl)-4'-methyl-[1,1'-biphenyl]-4-amine